CC(C=[N+](CC(CCC)C)[O-])CCCCCCCCC 2-methyl-N-(2-methylpentyl)undecan-1-imine oxide